N-(3-Bromobutyl)-phthalimide BrC(CCN1C(C=2C(C1=O)=CC=CC2)=O)C